benzyl ({5-[4-(trifluoromethoxy)phenyl]-1H-imidazol-2-yl}methyl)carbamate FC(OC1=CC=C(C=C1)C1=CN=C(N1)CNC(OCC1=CC=CC=C1)=O)(F)F